ClC1=C(C=2N=C(NC(C2C(=N1)O[C@H](C(F)(F)F)[C@@H]1[C@@H]2CC[C@H](CN1)N2C(=O)OC(C)(C)C)=O)SC)F tert-butyl (1S,2S,5R)-2-((S)-1-((7-chloro-8-fluoro-2-(methylthio)-4-oxo-3,4-dihydropyrido[4,3-d]pyrimidin-5-yl)oxy)-2,2,2-trifluoroethyl)-3,8-diazabicyclo[3.2.1]octane-8-carboxylate